C1(=C(C=CC=C1)P(C1=C(C=CC=C1)C)C1=C(C=CC=C1)C)C Tris-2-tolylphosphine